2-chloro-3-difluoromethoxybenzoic acid ClC1=C(C(=O)O)C=CC=C1OC(F)F